OC1=C(C=CC=C1)C1=CC(=CN=N1)N1CCC(CC1)(C(=O)O)N1N=CC=C1C 1-(6-(2-hydroxyphenyl)pyridazin-4-yl)-4-(5-methyl-1H-pyrazol-1-yl)piperidine-4-carboxylic acid